N1C[C@@H](CC1)N1N=CC(=C1)CNC(OC(C)(C)C)=O tert-Butyl (R)-((1-(pyrrolidin-3-yl)-1H-pyrazol-4-yl)methyl)carbamate